OCC1=CC=C(C=C1)CC(=O)OC methyl 2-(4-(hydroxymethyl)phenyl)acetate